N,N-dimethyl-N-(3-methylacrylamidopropyl)-N-(3-sulfopropyl)ammonium C[N+](CCCS(=O)(=O)O)(CCCNC(C=CC)=O)C